N-((S)-1-(((S)-1-(((S)-1-hydroxy-3-((S)-2-oxopiperidin-3-yl)propan-2-yl)amino)-4-methyl-1-oxopentan-2-yl)amino)-3-(naphthalen-1-yl)-1-oxopropan-2-yl)-3-methylthiophene-2-carboxamide OC[C@H](C[C@H]1C(NCCC1)=O)NC([C@H](CC(C)C)NC([C@H](CC1=CC=CC2=CC=CC=C12)NC(=O)C=1SC=CC1C)=O)=O